[Pd](Cl)Cl.C1(=CC=CC=C1)P([C-]1C=CC=C1)C1=CC=CC=C1.[C-]1(C=CC=C1)P(C1=CC=CC=C1)C1=CC=CC=C1.[Fe+2] [1,1'-bis(diphenylphosphino)ferrocen] palladium dichloride